Cl.FC1(CC2(C1)CN[C@@H](C2)C(=O)OC)F Methyl (S)-2,2-difluoro-6-azaspiro[3.4]octane-7-carboxylate hydrochloride